(S)-N-((4-methyl-1-(4-(trifluoromethyl)phenyl)-1,2,3,4-tetrahydropyrido[2,3-b]pyrazin-3-yl)methyl)acrylamide CN1C2=C(N(C[C@@H]1CNC(C=C)=O)C1=CC=C(C=C1)C(F)(F)F)C=CC=N2